(3-isopropoxysilylpropyl)-4,5-dihydroimidazole C(C)(C)O[SiH2]CCCC=1NCCN1